ClC1=NC=C(C(=C1)C1=C(C=NC(=C1)C)C(=O)NC=1SC2=C(N1)CN(C2)C(=O)C=2C=NN(C2Cl)C)OC 2'-chloro-N-[5-(5-chloro-1-methyl-1H-pyrazole-4-carbonyl)-4H,5H,6H-pyrrolo[3,4-d][1,3]thiazol-2-yl]-5'-methoxy-6-methyl-[4,4'-bipyridine]-3-carboxamide